2,7-dibromo-9-(1-octyl-nonyl)-9H-carbazole BrC1=CC=2N(C3=CC(=CC=C3C2C=C1)Br)C(CCCCCCCC)CCCCCCCC